carboxyethyl-silanetriol di-sodium [Na].[Na].C(=O)(O)CC[Si](O)(O)O